P1(=O)(OC2=C(C)C=CC(=C2)O1)[O-] tolylene phosphate